[Si](C)(C)(C(C)(C)C)OCC#CC1=CC2=C(N(C(N2C)=O)C2C(NC(CC2)=O)=O)C=C1 3-(5-[3-[(tert-butyldimethylsilyl)oxy]prop-1-yn-1-yl]-3-methyl-2-oxo-2,3-dihydro-1H-1,3-benzodiazol-1-yl)piperidine-2,6-dione